N[C@H](C(=O)O)CC1=CC=C(C=C1)C1=NOC(=N1)C=1C=C(C(=CC1)OC)C1=C(C=CC=C1)O (S)-2-amino-3-(4-(5-(2'-hydroxy-6-methoxybiphenyl-3-yl)-1,2,4-oxadiazol-3-yl)phenyl)propanoic acid